squalene monophosphate P(=O)(O)(O)O.CC(C)=CCC\C(\C)=C\CC\C(\C)=C\CC\C=C(/C)\CC\C=C(/C)\CCC=C(C)C